4-(3-(fluoromethyl)-4-(4,4,5,5-tetramethyl-1,3,2-dioxaborolan-2-yl)phenoxy)furo[3,2-c]pyridine FCC=1C=C(OC2=NC=CC3=C2C=CO3)C=CC1B1OC(C(O1)(C)C)(C)C